12-amino-dodecanoic acid NCCCCCCCCCCCC(=O)O